C(CCCCCCCCCCCCCCCCC)(=O)NCCCCC(=O)O 5-stearamidopentanoic acid